NC1=NC(=C2C(=N1)N(N=C2)CC2=C(C=C(C=C2)N)F)C=2C(=C(C#N)C=CC2)F 3-[6-amino-1-[(4-amino-2-fluoro-phenyl)methyl]pyrazolo[3,4-d]pyrimidine-4-yl]-2-fluoro-benzonitrile